(E)-4-(4-amino-6-(4-(4-(dimethylamino)but-2-enamido)phenyl)pyrazolo[5,1-f][1,2,4]triazin-5-yl)-2-methoxy-N-(2,2,2-trifluoroethyl)benzamide NC1=NC=NN2C1=C(C(=N2)C2=CC=C(C=C2)NC(\C=C\CN(C)C)=O)C2=CC(=C(C(=O)NCC(F)(F)F)C=C2)OC